N-(3-chloro-2-methoxyphenyl)-4-hydroxy-2-oxo-1,2,5,6-tetrahydropyridine-3-thiocarboxamide ClC=1C(=C(C=CC1)NC(=S)C=1C(NCCC1O)=O)OC